5-methoxy-6-methyl-pyrimidine-4-carboxylic acid COC=1C(=NC=NC1C)C(=O)O